Thymyl 4-fluorobenzoate FC1=CC=C(C(=O)OC2=CC(C)=CC=C2C(C)C)C=C1